(3S,4R,8R,9R,10S)-9-(4-bromophenyl)-N-(4-cyclopropoxyphenyl)-3,4-dihydroxy-10-(methoxymethyl)-1,6-diazabicyclo[6.2.0]decane-6-carboxamide BrC1=CC=C(C=C1)[C@@H]1[C@@H]2CN(C[C@H]([C@H](CN2[C@@H]1COC)O)O)C(=O)NC1=CC=C(C=C1)OC1CC1